stearyl-16-hydroxypalmitic acid C(CCCCCCCCCCCCCCCCC)C(C(=O)O)CCCCCCCCCCCCCCO